[4,7,10-tris(2-tert-butoxy-2-oxoethyl)-1,4,7,10-tetraazacyclododecan-1-yl]acetic acid C(C)(C)(C)OC(CN1CCN(CCN(CCN(CC1)CC(OC(C)(C)C)=O)CC(OC(C)(C)C)=O)CC(=O)O)=O